N1=CC(CC1)=O Azolin-3-one